BrC1=CC=C(C=C1)NC1CCOCC1 N-(4-bromophenyl)tetrahydropyran-4-amine